FC=1C=C(C#N)C=C(C1)NC1=C2C=NNC2=C(C=C1)C(F)(F)F 3-fluoro-5-[7-(trifluoromethyl)-1H-indazol-4-ylamino]benzonitrile